COC1=C(C(=O)O)C=C(C=C1)C12COC(C1)(C2)C(=O)OC 2-methoxy-5-(1-(methoxycarbonyl)-2-oxabicyclo[2.1.1]hexane-4-yl)benzoic acid